2-(diphenylphosphino)ethyltriethoxysilane C1(=CC=CC=C1)P(CC[Si](OCC)(OCC)OCC)C1=CC=CC=C1